OC1CC(CC1)NC(=O)NC(C(=O)O)CCN(CCCCC1=NC=2NCCCC2C=C1)CCOC1=CC=CC=C1 2-[[3-hydroxycyclopentyl]carbamoylamino]-4-[2-phenoxyethyl-[4-(5,6,7,8-tetrahydro-1,8-naphthyridin-2-yl)butyl]amino]butanoic acid